CN(CCC1=CSC2=C1C=C(C=C2)C2N(CC(CC2)C)C(C(=O)NC=2C=C(C(=NC2)NC(OC(C)(C)C)=O)C)=O)C Tert-butyl N-[5-[[2-[2-[3-[2-(dimethylamino)ethyl]benzothiophen-5-yl]-5-methyl-1-piperidyl]-2-oxo-acetyl]amino]-3-methyl-2-pyridyl]carbamate